Cl.FC(CN)F 2,2-difluoroethylamine HCl